Cl.S1C(=NN=CC1)N 6H-1,3,4-thiadiazin-2-amine hydrochloride salt